NC1=NC=CC(=C1Cl)SC1=NNC2=NC(=C(N=C21)CO)N2CC1C(C1CC2)(C2=NOC(=C2)C)CN [3-(2-amino-3-chloropyridin-4-yl)sulfanyl-6-[7-(aminomethyl)-7-(5-methyl-1,2-oxazol-3-yl)-3-azabicyclo[4.1.0]heptan-3-yl]-1H-pyrazolo[3,4-b]pyrazin-5-yl]methanol